FC=1C=C(C=CC1)[C@@H]1CNC2(CC2)[C@H]1C#N |r| Racemic-(6R,7S)-6-(3-fluorophenyl)-4-azaspiro[2.4]heptane-7-carbonitrile